[Cl-].CC(CC)[NH3+] (1-methyl)propyl-ammonium chloride